C(C=C)(=O)OCC(CC(C)(C)C)C 2,4,4-trimethyl-1-pentyl acrylate